C(C)(C)(C)OC(=O)N1C(CCCC1)C1=NC=NC(=C1C1=CC(=C(C=C1)OC1=NC=CC(=N1)C)F)N (6-amino-5-(3-fluoro-4-((4-methylpyrimidin-2-yl)oxy)phenyl)pyrimidin-4-yl)piperidine-1-carboxylic acid tert-butyl ester